CN(C(O)=O)[C@H](C(=O)N1CCN(CC1)CCCN=[N+]=[N-])CP(=O)(OCC)OCC.NCC1C2C(CC(C1)C2)CN 2,6-bis-(aminomethyl)-norbornane methyl-(R)-(1-(4-(3-azidopropyl)piperazin-1-yl)-3-(diethoxyphosphoryl)-1-oxopropan-2-yl)carbamate